1-fluoro-4-(2-(methylsulfonyl)vinyl)benzene methyl-2-chloro-3-cyclopropylimidazo[1,2-a]pyridine-7-carboxylate COC(=O)C1=CC=2N(C=C1)C(=C(N2)Cl)C2CC2.FC2=CC=C(C=C2)C=CS(=O)(=O)C